C(C=C)OC(=O)N1CCC(CC1)CO[C@H]1CN(C[C@H](C1)NC1=NC=C(C(=N1)C1=CNC2=C(C=CC=C12)S(=O)(=O)C)C(F)(F)F)C(=O)OC(C)(C)C tert-butyl (3R,5S)-3-[(1-allyloxycarbonyl-4-piperidyl) methoxy]-5-[[4-(7-methylsulfonyl-1H-indol-3-yl)-5-(trifluoromethyl)pyrimidin-2-yl]amino]piperidine-1-carboxylate